Cl.FC1=C(OC2CNC2)C=CC(=C1)F 3-(2,4-difluorophenoxy)azetidine hydrochloride